1-(2-methoxy-4-phenoxyphenyl)-3-phenyl-1,3,5-triazinane-2,4,6-trione COC1=C(C=CC(=C1)OC1=CC=CC=C1)N1C(N(C(NC1=O)=O)C1=CC=CC=C1)=O